BrC=1C=C2C(=CC1)C(N(CC21CC1)C(C(=O)OC(C)(C)C)=C)=O tert-butyl 2-(6-bromo-1-oxospiro[3H-isoquinoline-4,1'-cyclopropane]-2-yl)prop-2-enoate